rac-dimethyl-silylbis(indenyl)hafnium C[SiH]([Hf](C1C=CC2=CC=CC=C12)C1C=CC2=CC=CC=C12)C